C(#N)C1=C(N=C(S1)N(C1=C(N=C2N1C=C(C=C2)C=2C=NC(=NC2)C(=O)O)CC)C)C2=CC=C(C=C2)F 5-(3-((5-cyano-4-(4-fluorophenyl)thiazol-2-yl)(methyl)amino)-2-ethylimidazo[1,2-a]pyridin-6-yl)pyrimidine-2-carboxylic acid